tert-butyl ((2S)-4-(butylsulfinyl)-1-(methylsulfonamido)-1-oxobutan-2-yl)carbamate C(CCC)S(=O)CC[C@@H](C(=O)NS(=O)(=O)C)NC(OC(C)(C)C)=O